rhodium (I) 1,2-bis[(2S,5S)-2,5-dimethylphospholyl]benzene CC=1PC(=CC1C1=C(C=CC=C1)C1=C(PC(=C1)C)C)C.[Rh+]